FC1=C(C=CC(=C1)F)NCC1=CC=C(C(=O)OC)C=C1 methyl 4-((2,4-difluorophenylamino)methyl)benzoate